2-Methyl-Propan CC(C)C